C(CCCC)C1C(CCC1)=O 2-pentyl-cyclopentan-1-one